OCCN(CCNC(OC(C)(C)C)=O)C(=O)C1=CC=2C(=NC=CC2N1)OCCC tert-butyl N-[2-[2-hydroxyethyl-(4-propoxy-1H-pyrrolo[3,2-c]pyridine-2-carbonyl)amino]ethyl]carbamate